(R)-4-((1R,5S)-3,8-diazabicyclo[3.2.1]octan-3-yl)-1'-methyl-2-((tetrahydro-1H-pyrrolizin-7a(5H)-yl)methoxy)-1',4',5,8-tetrahydro-2'H,6H-spiro[quinazoline-7,3'-quinoline] [C@H]12CN(C[C@H](CC1)N2)C2=NC(=NC=1C[C@@]3(CN(C4=CC=CC=C4C3)C)CCC21)OCC21CCCN1CCC2